N-Benzyl-2-(2-furyl)-3-iodo-pyrazolo[1,5-a]pyrimidin-5-amine C(C1=CC=CC=C1)NC1=NC=2N(C=C1)N=C(C2I)C=2OC=CC2